3-{4-[(6,7-dimethoxy-4-quinolinyl)thio]phenyl}-1-[5-(trifluoromethyl)-3-pyridinyl]-2,4-imidazolidinedione COC=1C=C2C(=CC=NC2=CC1OC)SC1=CC=C(C=C1)N1C(N(CC1=O)C=1C=NC=C(C1)C(F)(F)F)=O